NC1CCC(CC1)CNC1=CC=C(C=C1)N(CCCOC)CC N1-(((1r,4r)-4-aminocyclohexyl)methyl)-N4-ethyl-N4-(3-methoxypropyl)benzene-1,4-diamine